(tert-butyl 3-((4-nitropyridin-2-yl)amino)propyl)carbamate C(C)(C)(C)C(CCNC([O-])=O)NC1=NC=CC(=C1)[N+](=O)[O-]